3-[4-[1-[[4-[4-[4-(aminomethyl)-3-methyl-phenyl]pyrazolo[3,4-b]pyridin-2-yl]phenyl]methyl]-4-piperidyl]anilino]piperidine-2,6-dione HCl salt Cl.NCC1=C(C=C(C=C1)C=1C=2C(N=CC1)=NN(C2)C2=CC=C(C=C2)CN2CCC(CC2)C2=CC=C(NC1C(NC(CC1)=O)=O)C=C2)C